C(C)(=O)OCOC(NC(C(N[C@H](COC(C)C1=CC=CC=C1)C(=O)N1CCC2(CC1)CN(C1=CC=CC=C12)S(=O)(=O)C)=O)(C)C)=O (R)-5,5-dimethyl-8-(1-(methylsulfonyl)spiro[indolin-3,4'-piperidin]-1'-carbonyl)-3,6-dioxo-11-phenyl-2,10-dioxa-4,7-diazadodecyl acetate